N-[3-[5-chloro-2-(difluoromethoxy)phenyl]-1-[(2S)-2-(ethylamino)propyl]-1H-pyrazol-4-yl]pyrazolo[1,5-a]pyrimidine-3-carboxamide ClC=1C=CC(=C(C1)C1=NN(C=C1NC(=O)C=1C=NN2C1N=CC=C2)C[C@H](C)NCC)OC(F)F